FC=1C(=NN(C1)CC1=NC(=CC=C1)F)C(=O)N[C@@H]1C(N(C2=C(OC1)C=CC(=N2)C#CC)C)=O (S)-4-fluoro-1-((6-fluoropyridin-2-yl)methyl)-N-(5-methyl-4-oxo-7-(prop-1-yn-1-yl)-2,3,4,5-tetrahydropyrido[3,2-b][1,4]oxazepin-3-yl)-1H-pyrazole-3-carboxamide